(S)-N-(4-(3-aminopiperidin-1-yl)-5-(1-(2,2-difluoroethyl)-1H-pyrazol-4-yl)pyridin-2-yl)-2-(2,4-difluoro-6-methoxyphenyl)pyrimidin-4-amine N[C@@H]1CN(CCC1)C1=CC(=NC=C1C=1C=NN(C1)CC(F)F)NC1=NC(=NC=C1)C1=C(C=C(C=C1OC)F)F